Cl.NC1CC(NCC1)CNC(=O)C=1NC2=CC(=CC=C2C1)C1=CC=C(C=C1)F N-((4-aminopiperidin-2-yl)methyl)-6-(4-fluorophenyl)-1H-indole-2-carboxamide hydrogen chloride salt